tert-butyl (3S)-3-{[8-carbamoyl-6-(4-{[3-(trifluoromethyl)morpholin-4-yl]methyl}phenyl)pyrido[3,2-d]pyrimidin-4-yl]amino}piperidine-1-carboxylate C(N)(=O)C1=CC(=NC2=C1N=CN=C2N[C@@H]2CN(CCC2)C(=O)OC(C)(C)C)C2=CC=C(C=C2)CN2C(COCC2)C(F)(F)F